N-(2,3-dihydro-1,4-benzoxazin-4-yl)-4-morpholino-2-(trifluoromethyl)-8-(2,3,5-trifluorophenyl)quinoline O1CCN(C2=C1C=CC=C2)N2C(C=C(C1=CC=CC(=C21)C2=C(C(=CC(=C2)F)F)F)N2CCOCC2)C(F)(F)F